6-(3-methyl-4-(N-methylpropanamidyl)phenyl)-N-(pyridin-3-ylmethyl)nicotinamide CC=1C=C(C=CC1N(C(CC)=O)C)C1=NC=C(C(=O)NCC=2C=NC=CC2)C=C1